gamma-aminopropyl-glycidoxy-propyl-trimethoxysilane NCCCC(O[Si](OC)(OC)CCC)OCC1CO1